6-(4-((2-Fluorophenyl)carbamoyl)-2-(6-methylpyridin-2-yl)-1H-imidazol-1-yl)imidazo[1,2-a]pyridine-3-carboxamide FC1=C(C=CC=C1)NC(=O)C=1N=C(N(C1)C=1C=CC=2N(C1)C(=CN2)C(=O)N)C2=NC(=CC=C2)C